1-(difluoromethyl)-1H-pyrazol-4-ol FC(N1N=CC(=C1)O)F